1-benzyl-3-[[tert-butyl-(dimethyl)silyl]oxymethyl]piperidin-4-one C(C1=CC=CC=C1)N1CC(C(CC1)=O)CO[Si](C)(C)C(C)(C)C